O1C(CCCC1)N1N=CC(=C1)B1OC(C(O1)(C)C)(C)C 1-(oxacyclohex-2-yl)-4-(4,4,5,5-tetramethyl-1,3,2-dioxaborolan-2-yl)pyrazole